The molecule is a CDP-3,6-dideoxy-D-glucose in which the anomeric centre of the pyranose fragment has alpha-configuration. It is a conjugate acid of a CDP-3,6-dideoxy-alpha-D-glucose(2-). C[C@@H]1[C@H](C[C@H]([C@H](O1)OP(=O)(O)OP(=O)(O)OC[C@@H]2[C@H]([C@H]([C@@H](O2)N3C=CC(=NC3=O)N)O)O)O)O